2-benzenesulfonyl-1-(3-chlorophenyl)ethanone C1(=CC=CC=C1)S(=O)(=O)CC(=O)C1=CC(=CC=C1)Cl